[Si](C)(C)(C(C)(C)C)OCC1CC(N(C1)CC=1C(=NC(=NC1)Cl)Cl)=O 4-(((tert-butyldimethylsilyl)oxy)methyl)-1-((2,4-dichloropyrimidin-5-yl)methyl)pyrrolidin-2-one